C(C)(C)N1N=CC(=C1)C1=NC(=NC=C1C(F)(F)F)NCOC1=CC=C(C=C1)C(=O)N1CCOCC1 (4-((4-(1-isopropyl-1H-pyrazol-4-yl)(trifluoromethyl)pyrimidin-2-yl)amino)methoxyphenyl)(morpholino)methanone